C[C@H]1CCC(NC1)C=1C=CC2=C(CC3(CCN(CC3)C3COC3)O2)C1 5-((5S)-5-methylpiperidin-2-yl)-1'-(oxetan-3-yl)-3H-spiro[benzofuran-2,4'-piperidine]